N-((4r,5s,7r,8r,9s,10r)-8,10-dihydroxy-7-(hydroxymethyl)-9-(4-(3,4,5-trifluorophenyl)-1H-1,2,3-triazol-1-yl)-1,6-dioxaspiro[4.5]dec-4-yl)-2-methylbenzofuran-3-carboxamide O[C@H]1[C@H](O[C@@]2([C@@H](CCO2)NC(=O)C2=C(OC3=C2C=CC=C3)C)[C@@H]([C@H]1N1N=NC(=C1)C1=CC(=C(C(=C1)F)F)F)O)CO